C(C)(C)(C)OC(=O)NC1=NC2=CC(=CC=C2C=C1)CN(C(C)=O)C=1C(=NN(C1)C)C(=O)O 4-{N-[(2-{[(tert-butoxy)carbonyl]amino}quinolin-7-yl)methyl]acetamido}-1-methyl-1H-pyrazole-3-carboxylic acid